(2S)-2-[(2S)-2-[(2S)-2-acetoxypropanoyl]oxypropanoyl]oxypropanoic acid C(C)(=O)O[C@H](C(=O)O[C@H](C(=O)O[C@H](C(=O)O)C)C)C